FC=1C(=NC(=NC1)NC1=NC=C(C=C1)CN1CCNCC1)C1=CC2=C(N=C3N2[C@@H](CC3)COC)C(=C1)F (S)-5-fluoro-4-(5-fluoro-1-(methoxymethyl)-2,3-dihydro-1H-benzo[d]pyrrolo[1,2-a]imidazol-7-yl)-N-(5-(piperazin-1-ylmethyl)pyridin-2-yl)pyrimidin-2-amine